CC1=NC=C(C=N1)NC(O[C@H](C)[C@H](C)OC1=C(C=C2C(=N1)SC(=N2)C2=C1N=CC(=NC1=CC(=C2)C)OC)F)=O (2R,3S)-3-((6-fluoro-2-(2-methoxy-7-methylquinoxalin-5-yl)thiazolo[5,4-b]pyridin-5-yl)oxy)butan-2-yl (2-methylpyrimidin-5-yl)carbamate